4-(methacryloyloxyethoxy)phenylpropane C(C(=C)C)(=O)OCCOC1=CC=C(C=C1)CCC